tricyclo[5.2.1.02,6]decene C12=C3CCCC3C(CC1)C2